ethyl (R)-6-fluoro-5-((1-(2-methoxypyridin-3-yl)ethyl)amino)pyrazolo[1,5-c]pyrimidine-3-carboxylate FN1CN2C(C=C1N[C@H](C)C=1C(=NC=CC1)OC)=C(C=N2)C(=O)OCC